methyl 3',6'-bis(3-oxa-6-azabicyclo[3.1.1]hept-6-yl)-3-oxo-3H-spiro[isobenzofuran-1,9'-xanthene]-6-carboxylate C12COCC(N1C=1C=CC=3C4(C5=CC=C(C=C5OC3C1)N1C3COCC1C3)OC(C3=CC=C(C=C34)C(=O)OC)=O)C2